OC(C)C=1C=C(\C=N\NC(=O)C2=NC(=CN=C2)C2=CC=C(C=C2)OCC)C=C(C1)OC (E)-N'-(3-(1-hydroxyethyl)-5-methoxybenzylidene)-6-(4-ethoxyphenyl)pyrazine-2-carbohydrazide